(Z)-1-((3-bromothien-2-yl)methylene)-2-(diphenylmethylene)hydrazine BrC1=C(SC=C1)\C=N/N=C(C1=CC=CC=C1)C1=CC=CC=C1